ClC=1C(=C(N)C=CC1)N1C(CCCC1)CCOC 3-chloro-2-[2-(2-methoxyethyl)-1-piperidyl]aniline